2',7-dimethylspiro[isochromane-1,4'-piperidine] CC1NCCC2(C1)OCCC1=CC=C(C=C12)C